BrC1=C(C=C(C=C1)C1=CC=2SC(=CC2S1)CCCCC)F 5-(4-bromo-3-fluorophenyl)-2-pentylthieno[3,2-b]thiophene